4-(chloromethyl)-5-methyl-1,3-dioxan-2-one ClCC1OC(OCC1C)=O